2-methyl-N-(1-methyl-1H-pyrazol-5-yl)-5-((2-(trifluoromethyl)pyridin-3-yl)methoxy)benzofuran-3-carboxamide CC=1OC2=C(C1C(=O)NC1=CC=NN1C)C=C(C=C2)OCC=2C(=NC=CC2)C(F)(F)F